C(CCC)C1=NC(=NC(=N1)C(Cl)(Cl)Cl)C(Cl)(Cl)Cl 2-n-butyl-4,6-bis(trichloromethyl)-s-triazine